tert-butyl (2S,4R)-2-[(6-chloropyrazolo[3,4-d]pyrimidin-1-yl)methyl]-4-fluoro-pyrrolidine-1-carboxylate ClC1=NC=C2C(=N1)N(N=C2)C[C@H]2N(C[C@@H](C2)F)C(=O)OC(C)(C)C